C(C1=CC=CC=C1)OC(C1=C(C=CC(=C1)N1C[C@H]2N([C@@H](C1)C2)C)C)=O.OCCC=2C(=NC=C(C2)C(F)(F)F)C(=O)NN 3-(2-hydroxyethyl)-5-(trifluoromethyl)picolinohydrazide Benzyl-2-methyl-5-[(1S,5R)-6-methyl-3,6-diazabicyclo[3.1.1]heptan-3-yl]benzoate